FC1(CCC(CC1)(C=O)C1=CC(=C(C=C1)OC([2H])([2H])[2H])F)F 4,4-Difluoro-1-{3-fluoro-4-[(2H3)methyloxy]phenyl}cyclohexanecarboaldehyde